FC1=C(N=CC2=C1N=C(N=C2OCC[Si](C)(C)C)OCC21CCCN1CCC2)C2=CC(=CC1=CC=CC(=C21)C#C[Si](C(C)C)(C(C)C)C(C)C)OCOC 8-fluoro-7-(3-(methoxymethoxy)-8-((triisopropylsilyl)ethynyl)naphthalen-1-yl)-2-((tetrahydro-1H-pyrrolizin-7a(5H)-yl)methoxy)-4-(2-(trimethylsilyl)ethoxy)pyrido[4,3-d]pyrimidine